C(C)C=1C(C2=CC(=C(C=C2C(C1)=O)CCCC)CCCC)=O 2-ethyl-6,7-dibutyl-1,4-naphthoquinone